Tert-butyl 4-(4-[[4-(2-chlorophenyl)-1,3-thiazol-2-yl]carbamoyl]phenyl)piperazine-1-carboxylate ClC1=C(C=CC=C1)C=1N=C(SC1)NC(=O)C1=CC=C(C=C1)N1CCN(CC1)C(=O)OC(C)(C)C